BrC=1C2=C(SC1)C(=CS2)Br 3,6-dibromo-thieno[3,2-b]thiophene